C(C)C=1NC=CN1.C(C)N(CCCN)CC 3-diethylaminopropylamine-2-ethylimidazole salt